NC1=NC(=NC(=C1C(=O)OC)Cl)C1=CC=C(C=C1)C(CC)(C)C methyl 4-amino-6-chloro-2-[4-(1,1-dimethylpropyl)phenyl]pyrimidine-5-carboxylate